C(CCCCCC)(=O)NC=1[Se]C(=CN1)C(=O)NC1=CC2=C(C=C1)OCO2 2-(heptanoylamino)-N-(3,4-methylenedioxyphenyl)-1,3-selenazol-5-carboxamide